ClC1=C(C=C(C=2C([C@@]3([C@@H](CC(C=C3OC)=O)C)OC21)=O)OC)C(=O)NNC([C@@H](C)OC2OCCCC2)=O (2S,5'R)-7-chloro-1',4-dimethoxy-5'-methyl-3,3'-dioxo-N'-[(2R)-2-tetrahydropyran-2-yloxypropionyl]spiro[benzofuran-2,6'-cyclohexene]-6-carbohydrazide